CC(CC(=O)OCC(COC(CC(CCCC)(C)C)=O)(C)COCC1=CC=CC=C1)(CCCC)C 2-((benzyloxy)methyl)-2-methylpropane-1,3-diyl bis(3,3-dimethylheptanoate)